N-ethyl-2-(7-fluoro-4-methoxy-1-((2-(trimethylsilyl)ethoxy)methyl)-1H-indazol-3-yl)-N-methylethan-1-amine C(C)N(CCC1=NN(C2=C(C=CC(=C12)OC)F)COCC[Si](C)(C)C)C